FC1=C(C=C(C(=C1)CN1CCCCC1)OC)C1=NC=2C=CNC(C2C(=C1)NC1=NC=C(C=C1)N1CCC(CC1)O)=O 2-[2-fluoro-5-methoxy-4-(1-piperidyl-methyl)phenyl]-4-[[5-(4-hydroxy-1-piperidyl)-2-pyridyl]amino]-6H-1,6-naphthyridin-5-one